butenyl-cyclopentyl-phosphinic acid C(=CCC)P(O)(=O)C1CCCC1